methyl 2-amino-6-(benzyloxy)-10-phenoxy-[1,2,4]triazolo[5,1-a]isoquinoline-5-carboxylate NC1=NN2C(C3=C(C=CC=C3C(=C2C(=O)OC)OCC2=CC=CC=C2)OC2=CC=CC=C2)=N1